2-(6-(4-(2-chloro-5-fluorophenyl)piperidin-1-yl)nicotinoyl)hydrazinyl-2-oxoethyl acetate C(C)(=O)OCC(=O)NNC(C1=CN=C(C=C1)N1CCC(CC1)C1=C(C=CC(=C1)F)Cl)=O